2-chloro-11-methyl-5-(2,2,2-trifluoroethyl)-5,11-dihydro-6H-benzo[e]pyrimido[5,4-b][1,4]diazepin-6-one ClC=1N=CC=2N(C(C3=C(N(C2N1)C)C=CC=C3)=O)CC(F)(F)F